N-(6-methoxy-5-(N-(o-tolyl)sulfamoyl)pyridin-3-yl)-2-phenylthiazole-4-carboxamide COC1=C(C=C(C=N1)NC(=O)C=1N=C(SC1)C1=CC=CC=C1)S(NC1=C(C=CC=C1)C)(=O)=O